CC1(OB(OC1(C)C)C1=C(C=C2C=CN=CC2=C1)OCOCC[Si](C)(C)C)C 7-(4,4,5,5-tetramethyl-1,3,2-dioxaborolan-2-yl)-6-((2-(trimethylsilyl)ethoxy)methoxy)isoquinoline